2-chloro-N-(3-((3-(2-fluorophenyl)-5-methyl-5,6-dihydropyrrolo[3,4-c]pyrazol-2(4H)-yl)methyl)phenyl)-6-methylpyridin-3-amine ClC1=NC(=CC=C1NC1=CC(=CC=C1)CN1N=C2C(=C1C1=C(C=CC=C1)F)CN(C2)C)C